F[C@@H]1[C@@]2(CCC[C@](C[C@H]1SC=1N=CC(=NC1)C=1C(=CC(=NC1)N1C=NC=C1)O)(N2)C)C 5-(5-(((1S,2R,3R,5R)-2-fluoro-1,5-dimethyl-9-azabicyclo[3.3.1]non-3-yl)thio)pyrazin-2-yl)-2-(1H-imidazol-1-yl)pyridin-4-ol